C(N)(=O)C=1N=C(SC1C1=CC(=CN1)C(=O)[O-])N(C=1C=NN(C1)C1=C(C=C(C=C1)OC)OC)C1CC1 5-(4-carbamoyl-2-{cyclopropyl[1-(2,4-dimethoxyphenyl)-1H-pyrazol-4-yl]amino}thiazol-5-yl)-1H-pyrrole-3-carboxylate